COC1=CC=C(CN2N=CC(=C(C2=O)C(F)(F)F)N2C=CC=C2)C=C1 1-(1-(4-Methoxybenzyl)-6-oxo-5-(trifluoromethyl)-1,6-dihydropyridazin-4-yl)pyrrole